2-amino-4-(butylamino)-6-(4-((4-(2-hydroxyethyl)piperazin-1-yl)methyl)benzyl)pyrido[4,3-d]pyrimidin-5(6H)-one NC=1N=C(C2=C(N1)C=CN(C2=O)CC2=CC=C(C=C2)CN2CCN(CC2)CCO)NCCCC